FC(OC1=NC=CC(=C1)CNC(=O)C1CC2(C1)CC(C2)NC(=O)NCC2=CC=C(C=C2)OC)F N-((2-(difluoromethoxy)pyridin-4-yl)methyl)-6-(3-(4-methoxybenzyl)ureido)spiro[3.3]heptane-2-carboxamide